benzofurane-2(3H)-one O1C(CC2=C1C=CC=C2)=O